CN(C12CC(C1)(C2)C(=O)OC)C methyl 3-(dimethylamino)bicyclo[1.1.1]pentane-1-carboxylate